C12(CC3CC(CC(C1)C3)C2)NCCCCCCNC2=C3C(N(C(C3=CC=C2)=O)C2C(NC(CC2)=O)=O)=O 4-((6-((adamantan-1-yl)amino)hexyl)amino)-2-(2,6-dioxopiperidin-3-yl)isoindoline-1,3-dione